2-(2-Pentyn-1-yl)-5-(3,4,5-trifluorophenyl)-2H-tetrazole C(C#CCC)N1N=C(N=N1)C1=CC(=C(C(=C1)F)F)F